(4'-cyano-[1,1'-biphenyl]-4-yl)dimethyl-sulfonium triflate [O-]S(=O)(=O)C(F)(F)F.C(#N)C1=CC=C(C=C1)C1=CC=C(C=C1)[S+](C)C